NC=1SC2=C(C1C#N)C1(CN(CC1)C(=O)OC(C)(C)C)CCC2 tert-butyl 2-amino-3-cyano-spiro[6,7-dihydro-5H-benzothiophene-4,3'-pyrrolidine]-1'-carboxylate